N-(1-(4-aminophenyl)-2-(tert-butylamino)-2-oxoethyl)-N-(3-sulfamoylphenyl)propiolamide NC1=CC=C(C=C1)C(C(=O)NC(C)(C)C)N(C(C#C)=O)C1=CC(=CC=C1)S(N)(=O)=O